C(CCCCCCC\C=C/CCCCCCCC)(=O)O.C(CCCCCCC\C=C/CCCCCCCC)(=O)O.C([C@@H](O)[C@@H](O)[C@H](O)[C@H](O)CO)O mannitol dioleate